C(C)(=O)NC1=CC=C(C=N1)[C@@H]1N(C[C@H](CC1)C)C(C(=O)NC=1C=C(C(=NC1)OC)C(=O)N)=O 5-[[2-[(2R,5S)-2-(6-acetamido-3-pyridyl)-5-methyl-1-piperidyl]-2-oxo-acetyl]amino]-2-methoxy-pyridine-3-carboxamide